FC=1C=C2N=C(C(=NC2=CC1)C1=CC=C(C=C1)F)C1=CC=C(C=C1)F 6-fluoro-2,3-bis(4-fluorophenyl)quinoxaline